OC(CN1CCC(CC1)NC1=C2C=C(N(C2=CC=C1)CC(F)(F)F)C#CCNC1=C(C=C(C(=O)NC)C=C1)OC)COC 4-{[3-(4-{[1-(2-hydroxy-3-methoxypropyl)piperidin-4-yl]amino}-1-(2,2,2-trifluoroethyl)-1H-indol-2-yl)prop-2-yn-1-yl]amino}-3-methoxy-N-methylbenzamide